7-(6-(((1S,2S,3R,5R)-2-fluoro-9-azabicyclo[3.3.1]non-3-yl)(methyl)amino)pyridazin-3-yl)isoquinolin-6-ol F[C@H]1[C@@H]2CCC[C@H](C[C@H]1N(C1=CC=C(N=N1)C1=C(C=C3C=CN=CC3=C1)O)C)N2